3-[(1S)-1-(4-bromo-2-fluorophenoxy)ethyl]-1,2,4-thiadiazol-5-amine BrC1=CC(=C(O[C@@H](C)C2=NSC(=N2)N)C=C1)F